N[C@@H](CCC(=O)[O-])C(=O)[O-] (+)-L-glutamate